di(4-fluorophenyl)methanol FC1=CC=C(C=C1)C(O)C1=CC=C(C=C1)F